FC(OC12CC(C1)(C2)NC(C)=O)(F)F N-(3-(trifluoromethoxy)bicyclo[1.1.1]pentan-1-yl)acetamide